ClC=1SC2=C(N1)C=C(C=C2)C 2-chloro-5-methylbenzo[d]Thiazole